1-octadecyl-2-(11Z,14Z-eicosadienoyl)-glycero-3-phosphocholine CCCCCCCCCCCCCCCCCCOC[C@H](COP(=O)([O-])OCC[N+](C)(C)C)OC(=O)CCCCCCCCC/C=C\C/C=C\CCCCC